(S)-(4-(3-fluoro-5-(piperazin-1-yl)benzoyl)piperazin-1-yl)(4'-fluoro-6-(pyrrolidin-3-yloxy)-[1,1'-biphenyl]-3-yl)methanone Hydrochloride Cl.FC=1C=C(C(=O)N2CCN(CC2)C(=O)C=2C=C(C(=CC2)O[C@@H]2CNCC2)C2=CC=C(C=C2)F)C=C(C1)N1CCNCC1